N1C=CC=2C1=NC=C(C2)C2=CC=C(C=C2)CCCNC(CC2=CC=C(C=C2)OC)=O N-(3-(4-(1H-pyrrolo[2,3-b]pyridin-5-yl)phenyl)propyl)-2-(4-methoxyphenyl)acetamide